BrC1=CC=C2C(=CC(=NC2=C1)NN1C(C(=C(C1=O)C)C)=O)CN1CCN(CC1)C(=O)C1=C(C=CC=C1)OC 1-{[7-bromo-4-({4-[(2-methoxyphenyl)carbonyl]piperazinyl}methyl)(2-quinolyl)]amino}-3,4-dimethylazoline-2,5-dione